C(C)S(=O)(=O)N1CC(C1)(N1N=CC(=C1)C=1C=CC2=C(N(C(CC(=C2)C=2OC(=CN2)C)=O)CC2=CC=C(C=C2)OC)C1)CC#N 2-(1-(Ethylsulfonyl)-3-(4-(1-(4-methoxybenzyl)-4-(5-methyloxazol-2-yl)-2-oxo-2,3-dihydro-1H-benzo[b]azepin-8-yl)-1H-pyrazol-1-yl)azetidin-3-yl)acetonitrile